2-{[(3R)-1-[(tert-Butyloxy)carbonyl]piperidin-3-yl]oxy}acetic acid C(C)(C)(C)OC(=O)N1C[C@@H](CCC1)OCC(=O)O